BrC1=C(C(=CC=C1)C)CC(=O)OC methyl 2-(2-bromo-6-methylphenyl)acetate